NC1=NC2=C(C=3N1N=C(N3)C=3OC=CC3)C=NN2[C@](C(=O)N[C@@H]2CC[C@H](CC2)O)(C)C2=CC=CC=C2 (R)-2-(5-amino-2-(furan-2-yl)-7H-pyrazolo[4,3-e][1,2,4]triazolo[1,5-c]pyrimidin-7-yl)-N-((trans)-4-hydroxycyclohexyl)-2-phenylpropanamide